(R)-N-(2-((2-(dimethylamino)-ethyl)(methyl)-amino)-5-((6-(3-(3-((3-fluorophenyl)ethynyl)phenyl)-isoxazolidin-2-yl)pyrimidin-4-yl)-amino)-4-methoxy-phenyl)acrylamide CN(CCN(C1=C(C=C(C(=C1)OC)NC1=NC=NC(=C1)N1OCC[C@@H]1C1=CC(=CC=C1)C#CC1=CC(=CC=C1)F)NC(C=C)=O)C)C